FC(OC1=C(C=CC(=C1)C(F)(F)F)C=1C=2N(C(=NN1)N[C@H]1CN(CCC1)CCO)N=C(C2)C)F 2-[(3R)-3-({4-[2-(difluoromethoxy)-4-(trifluoromethyl)phenyl]-2-methylpyrazolo[1,5-d][1,2,4]triazin-7-yl}amino)piperidin-1-yl]ethan-1-ol